2,7-dichloro-8-fluoro-4-(methylthio)pyrido[4,3-d]pyrimidine ClC=1N=C(C2=C(N1)C(=C(N=C2)Cl)F)SC